O=C1CCC(N1)CNC(OC(C)(C)C)=O tert-butyl ((5-oxopyrrolidin-2-yl)methyl)carbamate